N1(CCOCC1)C(=S)SC1=C(C=CC=C1)C o-tolyl morpholine-4-carbodithioate